(R)-6-chloro-3-((1-(6-chloro-2-(4-(4-fluoro-1-methyl-1H-pyrazol-3-yl)piperidin-1-yl)-3-methyl-4-oxo-3,4-dihydroquinazolin-8-yl)ethyl)amino)-N-(methylsulfonyl)picolinamide ClC1=CC=C(C(=N1)C(=O)NS(=O)(=O)C)N[C@H](C)C=1C=C(C=C2C(N(C(=NC12)N1CCC(CC1)C1=NN(C=C1F)C)C)=O)Cl